C(C=CCCCCC)(=O)OCC 2-Octenoic acid, ethyl ester